methyl 4-(bis(4-methoxybenzyl)amino)-1-(2,6-dichloro-4-(dimethylamino)phenyl)-6-oxo-1,6-dihydropyrimidine-5-carboxylate COC1=CC=C(CN(C=2N=CN(C(C2C(=O)OC)=O)C2=C(C=C(C=C2Cl)N(C)C)Cl)CC2=CC=C(C=C2)OC)C=C1